COC1CCN(CC1)C1=NC=CC(=N1)NC=1N=CC2=C(C=CC(=C2C1)[C@H]1N(CCCC1)C(C=C)=O)N1[C@@H]([C@H](C1)CS(=O)(=O)C(F)(F)F)C 1-((S)-2-(3-((2-(4-methoxypiperidin-1-yl)pyrimidin-4-yl)amino)-8-((2R,3S)-2-methyl-3-(((trifluoromethyl)sulfonyl)methyl)azetidin-1-yl)isoquinolin-5-yl)piperidin-1-yl)prop-2-en-1-one